CC1=NC(=CC=C1N1CCC(CC1)CC=1C=C(NC(C1)=O)NC(OCC)=O)C(NC)=O ethyl (4-((1-(2-methyl-6-(methylcarbamoyl)pyridin-3-yl)piperidin-4-yl)methyl)-6-oxo-1,6-dihydropyridin-2-yl)carbamate